ClC1=C(C=CC=C1)C1=C(C(=NO1)C)C(=O)O 5-(2-chlorophenyl)-3-methylisoxazole-4-carboxylic acid